methyl 4-(6-azaspiro[2.5]octan-6-yl)pyrazolo[1,5-a]quinoxaline-7-carboxylate C1CC12CCN(CC2)C=2C=1N(C3=CC=C(C=C3N2)C(=O)OC)N=CC1